3-hydroxy-4-keto-5-methyl-6,7-dihydropyrazolo[4,3-c]pyridine-1-carboxylic acid tertbutyl ester C(C)(C)(C)OC(=O)N1N=C(C=2C(N(CCC21)C)=O)O